C(C=C)(=O)N1CC2(C1)CN(CC2)C2=NC(=NC(=C2C#N)C2=C1C=NNC1=CC=C2C)N2CCN(CC2)C 4-(2-acryloyl-2,6-diazaspiro[3.4]octan-6-yl)-6-(5-methyl-1H-indazol-4-yl)-2-(4-methylpiperazin-1-yl)pyrimidine-5-carbonitrile